Phenyl-(4-(trifluoromethoxy)phenyl)methanol C1(=CC=CC=C1)C(O)C1=CC=C(C=C1)OC(F)(F)F